N-Methoxy-2-methyl-propanamide CONC(C(C)C)=O